3-(3-(benzyloxy)-2,4-difluoro-5-(trifluoromethyl)phenyl)-N,1-dimethyl-N-(trans-1-(methylsulfonyl)-6-phenylpiperidin-3-yl)-1H-pyrazolo[3,4-d]pyrimidin-6-amine C(C1=CC=CC=C1)OC=1C(=C(C=C(C1F)C(F)(F)F)C1=NN(C2=NC(=NC=C21)N([C@@H]2CN([C@H](CC2)C2=CC=CC=C2)S(=O)(=O)C)C)C)F